Ethyl (S)-3-((benzyloxy)methyl)-6-bromo-1-(3-(trifluoromethyl)benzyl)-2,3-dihydro-1H-imidazo[1,2-b]pyrazole-7-carboxylate C(C1=CC=CC=C1)OC[C@@H]1CN(C=2N1N=C(C2C(=O)OCC)Br)CC2=CC(=CC=C2)C(F)(F)F